(1S,3R)-1-(4-bromo-2,6-difluorophenyl)-3-methyl-2-phenyl-1,2,3,4-tetrahydroisoquinolin-6-ol BrC1=CC(=C(C(=C1)F)[C@H]1N([C@@H](CC2=CC(=CC=C12)O)C)C1=CC=CC=C1)F